(2,6-dioxopiperidin-3-yl)-5-nitroisoindoline-1,3-dione O=C1NC(CCC1N1C(C2=CC=C(C=C2C1=O)[N+](=O)[O-])=O)=O